2-[(2S,6R)-2-(6-benzyloxy-3-pyridyl)-6-methyl-morpholin-4-yl]-4-[2-fluoro-4-(trifluoromethyl)phenyl]-7H-pyrimido[4,5-d]pyridazin-8-one C(C1=CC=CC=C1)OC1=CC=C(C=N1)[C@H]1CN(C[C@H](O1)C)C=1N=C(C2=C(C(NN=C2)=O)N1)C1=C(C=C(C=C1)C(F)(F)F)F